1,3-di(p-bromophenyl)urea BrC1=CC=C(C=C1)NC(=O)NC1=CC=C(C=C1)Br